NC=1N=NC(=CC1N1CC2CCC(C1)N2C2=NC=C(C=N2)C2CCC(CC2)=O)C2=C(C=CC=C2)O 4-[2-[3-[3-amino-6-(2-hydroxyphenyl)pyridazin-4-yl]-3,8-diazabicyclo[3.2.1]octan-8-yl]pyrimidin-5-yl]cyclohexanone